Ethyl 1-Amino-3-[(Propan-2-Yl)Oxy]Cyclobutane-1-Carboxylate NC1(CC(C1)OC(C)C)C(=O)OCC